C(C)C1=C(C=CC=C1)P(=S)(SC1=CC=C(C=C1)F)C1=CC=CC=C1 1-(4-fluorophenyl) ethyldiphenylphosphindithioate